8-((1S,2S)-2-(difluoromethyl)cyclopropyl)-6-(2,4-dimethoxypyrimidin-5-yl)-2-Ethylimidazo[1,2-b]pyridazine FC([C@@H]1[C@H](C1)C=1C=2N(N=C(C1)C=1C(=NC(=NC1)OC)OC)C=C(N2)CC)F